C1=CC(=CC(=C1)O)CCN 3-tyramine